O1CC(C1)OC1=NCN(C=C1C(F)(F)F)C=1C=NC=C(C1)C1=NN=C2N1C=CC=C2 4-(oxetan-3-yloxy)-N-[5-([1,2,4]triazolo[4,3-a]pyridin-3-yl)-3-pyridyl]-5-(trifluoromethyl)pyrimidin